Cyanostyrol C(#N)C=CC1=CC=CC=C1